4-((2-Fluorophenyl)amino)-3,3-dimethyl-3,4-dihydroquinolin-2(1H)-one FC1=C(C=CC=C1)NC1C(C(NC2=CC=CC=C12)=O)(C)C